(aminomethyl)-N,N-dimethyl-1-(oxetan-3-yl)-1H-pyrazole-3-carboxamide NCC=1C(=NN(C1)C1COC1)C(=O)N(C)C